CC1=C(OC=2CCC3=CN(N=C3C21)C[C@H]2COCC2)C(=O)NC[C@H]2OCCC2 8-Methyl-N-[(2S)-tetrahydrofuran-2-ylmethyl]-2-[(3S)-tetrahydrofuran-3-ylmethyl]-4,5-dihydro-2H-furo[2,3-g]indazole-7-carboxamide